C(C)CC(CC(=O)[O-])=O.C(C)CC(CC(=O)[O-])=O.[Zn+2] zinc bis(ethylacetoacetate)